N-(4-(3-amino-1H-indazol-6-yl)-3-fluorophenyl)-1-(2-hydroxy-2-methylpropyl)-5-methyl-3-Oxo-2-phenyl-2,3-dihydro-1H-pyrazole-4-carboxamide NC1=NNC2=CC(=CC=C12)C1=C(C=C(C=C1)NC(=O)C=1C(N(N(C1C)CC(C)(C)O)C1=CC=CC=C1)=O)F